disodium succinate disodium [Na+].[Na+].C(CCC(=O)[O-])(=O)[O-].[Na+].[Na+].C(CCC(=O)[O-])(=O)[O-]